3-Mercaptopropyl-trismethoxysilane tert-Butyl-5-amino-5-oxo-4-(1-oxo-5-(pyrazin-2-yl)isoindolin-2-yl)pentanoate C(C)(C)(C)OC(CCC(C(=O)N)N1C(C2=CC=C(C=C2C1)C1=NC=CN=C1)=O)=O.SCCC[Si](OC)(OC)OC